COC1=NC(=NC=C1)C#N 4-methoxypyrimidine-2-carbonitrile